N-(4-(4-amino-7-methyl-5-(2-methyl-4-((4-methylpyrimidin-2-yl)oxy)phenyl)-7H-pyrrolo[2,3-d]pyrimidin-6-yl)phenyl)methacrylamide NC=1C2=C(N=CN1)N(C(=C2C2=C(C=C(C=C2)OC2=NC=CC(=N2)C)C)C2=CC=C(C=C2)NC(C(=C)C)=O)C